C(C)(C)(C)N([C@@H](CC(C)C)C(=O)NCC(=O)OCC1(CC1)C1=CC(=CC=C1)Br)C(=O)C1=NNC(=C1)C1=CC(=CC=C1)C=1OC(=CN1)C(NC(CC)CC)=O (1-(3-bromophenyl)cyclopropyl)methanol tert-butyl-(5-(3-(5-(pentan-3-ylcarbamoyl)oxazol-2-yl)phenyl)-1H-pyrazole-3-carbonyl)-L-leucylglycinate